3-(4-(4-(3-(6-(4-isopropyl-4H-1,2,4-triazol-3-yl)pyridin-2-yl)-2-oxoimidazolidin-1-yl)phenyl)piperazin-1-yl)-3-oxopropanenitrile C(C)(C)N1C(=NN=C1)C1=CC=CC(=N1)N1C(N(CC1)C1=CC=C(C=C1)N1CCN(CC1)C(CC#N)=O)=O